C1(CCCCC1)NC(=O)NCCOC(F)(F)F 1-cyclohexyl-3-[2-(trifluoromethoxy)ethyl]urea